OC1CC(C1)N1C=C(C(=CC1=O)C(=O)O)C(=O)O 1-((1s,3s)-3-hydroxycyclobutyl)-6-oxo-1,6-dihydropyridine-3,4-dicarboxylic acid